Methyl-2-prop-2-yl-pyridine-3-carbonitrile CC1=C(C(=NC=C1)C(C)C)C#N